N-[2-Chloro-4-methyl-5-(4-morpholinylcarbonyl)phenyl]-1,1,1-trifluoromethanesulfonamide ClC1=C(C=C(C(=C1)C)C(=O)N1CCOCC1)NS(=O)(=O)C(F)(F)F